C(C)(C)C1=C(NC2=CC=C(C=C12)C1CCN(CC1)CC1=CC=C(C=C1)OC1=NC=CC=N1)C1=C2C(=NC=C1)NN=C2 4-(3-isopropyl-5-(1-(4-(pyrimidin-2-yloxy)benzyl)piperidin-4-yl)-1H-indol-2-yl)-1H-pyrazolo[3,4-b]pyridine